o-raffinose C([C@H](C=O)O[C@@H](C=O)OC[C@H](C=O)O[C@@H](C=O)O[C@@](CO)(C=O)O[C@H](CO)C=O)O